3-(5-(Piperazin-1-yl)-1H-benzo[d]imidazol-1-yl)piperidine-2,6-dione N1(CCNCC1)C1=CC2=C(N(C=N2)C2C(NC(CC2)=O)=O)C=C1